Nα-(((9H-fluoren-9-yl)methoxy)carbonyl)-1-(4-fluorobenzyl)-Nα-methyl-L-tryptophan C1=CC=CC=2C3=CC=CC=C3C(C12)COC(=O)N([C@@H](CC1=CN(C2=CC=CC=C12)CC1=CC=C(C=C1)F)C(=O)O)C